2-Hydroxybutyl-6-(m-tolyl)-3H-imidazo[4,5-b]pyridin-2-one OC(CN1C(NC=2C1=NC=C(C2)C=2C=C(C=CC2)C)=O)CC